2,3-diethyl-hydroquinone tert-butyl-N-[(1R)-1-[[6-amino-2-(2,6-dimethylphenyl)-3-(trifluoromethyl)-4-pyridyl]oxymethyl]-3,3-dimethyl-butyl]carbamate C(C)(C)(C)OC(N[C@H](CC(C)(C)C)COC1=C(C(=NC(=C1)N)C1=C(C=CC=C1C)C)C(F)(F)F)=O.C(C)C1=C(O)C=CC(=C1CC)O